2-methyl-6-[4-[5-methyl-3-(4-pyridyl)-1H-pyrazol-4-yl]phenyl]benzonitrile CC1=C(C#N)C(=CC=C1)C1=CC=C(C=C1)C=1C(=NNC1C)C1=CC=NC=C1